[H-].[H-].[H-].[H-].C(C1=CC=CC=C1)(=O)C1=CC=CC=C1 Benzophenone Tetrahydride